Benzyl 1-((1R,3R,5S)-8-cyano-8-azabicyclo[3.2.1]octan-3-yl)piperidine-4-carboxylate C(#N)N1[C@H]2CC(C[C@@H]1CC2)N2CCC(CC2)C(=O)OCC2=CC=CC=C2